CC(C#CC(SC)=O)(C)N(C1=CC=CC=C1)C S-methyl 4-methyl-4-[methyl(phenyl)amino]pent-2-ynethioate